N-(toluenesulfonyl)acrylamide potassium [K].C(C1=CC=CC=C1)S(=O)(=O)NC(C=C)=O